N-((2-(6-((cis)-2,6-dimethylmorpholino)pyridin-2-yl)-1,6-naphthyridin-7-yl)methyl)-3-iodo-4-(trifluoromethyl)benzamide C[C@@H]1O[C@@H](CN(C1)C1=CC=CC(=N1)C1=NC2=CC(=NC=C2C=C1)CNC(C1=CC(=C(C=C1)C(F)(F)F)I)=O)C